(R)-ethyl 2-(2-((5-bromo-1-(pyrrolidin-3-yl)-1H-indazol-3-yl)methoxy)phenyl)acetate BrC=1C=C2C(=NN(C2=CC1)[C@H]1CNCC1)COC1=C(C=CC=C1)CC(=O)OCC